7-phenyl-[1,2,4]triazolo[4,3-c]pyrimidin-3-one C1(=CC=CC=C1)C1=CC=2N(C=N1)C(NN2)=O